1-({3-[(2S)-2-(4-chlorophenyl)-2-hydroxyethyl]-1,2,4-oxadiazol-5-yl}methyl)-2,6-dioxo-3H-pyrimidine-4-carboxylic acid methyl ester COC(=O)C=1NC(N(C(C1)=O)CC1=NC(=NO1)C[C@H](O)C1=CC=C(C=C1)Cl)=O